butyl (tert-butoxy carbonyl)-L-homoserinate C(C)(C)(C)OC(=O)N[C@@H](CCO)C(=O)OCCCC